ClC1=C2C(=CNC2=C(C=C1)NS(=O)(=O)C=1C=NN(C1)CC(C)(C)O)C#N N-(4-chloro-3-cyano-1H-indol-7-yl)-1-(2-hydroxy-2-methyl-propyl)pyrazole-4-sulfonamide